C(C)OC([C@@H](NC1=CC=C(C=C1)S(=O)(=O)C)CO)=O (2S,3S)-p-methylsulfonylphenylserine ethyl ester